tert-butyl (7-(N-(1-methylcyclopropyl)sulfamoyl)naphthalen-2-yl)carbamate CC1(CC1)NS(=O)(=O)C1=CC=C2C=CC(=CC2=C1)NC(OC(C)(C)C)=O